C1(CCC1)C1=NC(=NN1)N 5-cyclobutyl-1H-1,2,4-triazol-3-amine